ClC=1C=C(C(=O)N2CC=3C(=NN4C3C(N(C[C@H]4C(=O)O)C(C)C4=CC(=NC=C4)C(F)(F)F)=O)C[C@H]2C)C=CC1Cl (3R,7S)-2-(3,4-dichlorobenzoyl)-3-methyl-10-oxo-9-(1-(2-(trifluoromethyl)pyridin-4-yl)ethyl)-1,2,3,4,7,8,9,10-octahydropyrido[4',3':3,4]pyrazolo[1,5-a]pyrazine-7-carboxylic acid